C(CCCCCCCCCCC)OC(C=C)=O.C(C(=C)C)(=O)OC methyl methacrylate Lauryl-acrylate